FC1=C(C=C(OC2=NC=3N(C(N(C(C3N2)=O)CCCO)=O)C)C=C1)C(F)(F)F 8-(4-fluoro-3-(trifluoromethyl)phenoxy)-1-(3-hydroxypropyl)-3-methyl-1H-purine-2,6(3H,7H)-dione